N-(2-(4-((2R,5S)-4-cyclopropyl-2,5-dimethylpiperazine-1-yl)piperidine-1-yl)-5-((6-((R)-3-(3,5-difluorophenyl)isoxazolidine-2-yl)pyrimidine-4-yl)amino)-4-methoxyphenyl)acrylamide C1(CC1)N1C[C@H](N(C[C@@H]1C)C1CCN(CC1)C1=C(C=C(C(=C1)OC)NC1=NC=NC(=C1)N1OCC[C@@H]1C1=CC(=CC(=C1)F)F)NC(C=C)=O)C